(3R)-N-[(4S)-2,2-dimethylchroman-4-yl]-3-(2-imino-4,4-dimethyl-6-oxo-hexahydropyrimidin-1-yl)-1,1-dimethyl-indane-5-carboxamide CC1(OC2=CC=CC=C2[C@H](C1)NC(=O)C=1C=C2[C@@H](CC(C2=CC1)(C)C)N1C(NC(CC1=O)(C)C)=N)C